BrC1=CC=C(C=C1)/C=C/C(=O)C1=CC=C(C=C1)S(=O)(=O)NCC(=O)O 2-[[4-[(E)-3-(4-Bromophenyl)prop-2-enoyl]phenyl]sulfonylamino]acetic acid